6-cyano-9-ethylcarbazole C(#N)C=1C=C2C=3C=CC=CC3N(C2=CC1)CC